tris(2,3-epoxypropyl)aniline C(C1CO1)C1=C(N(CC2CO2)CC2CO2)C=CC=C1